3-cyclopropoxypyrrolidine-1-carboxylic acid tert-butyl ester C(C)(C)(C)OC(=O)N1CC(CC1)OC1CC1